CC(C[C@@H](C(=O)O[C@H](C)C(N(C)[C@H](C(=O)O[C@@H](C(=O)OCC1=CC=CC=C1)CC1=CC=C(C=C1)C1CCOCC1)CC(C)(C)F)=O)NC)C (1R)-1-[[(2S)-1-[[(2R)-1-(benzyloxy)-3-[4-(oxan-4-yl)phenyl]-1-oxopropan-2-yl]oxy]-4-fluoro-4-methyl-1-oxopentan-2-yl](methyl)carbamoyl]ethyl (2S)-4-methyl-2-(methylamino)pentanoate